(Z)-N-(1'-(2-(1,1-difluoroethyl)-6-(2-ethoxyvinyl)pyrimidin-4-yl)-1',2'-dihydrospiro[cyclopropane-1,3'-pyrrolo[3,2-c]pyridin]-6'-yl)acetamide FC(C)(F)C1=NC(=CC(=N1)N1CC2(C=3C=NC(=CC31)NC(C)=O)CC2)\C=C/OCC